7-((trans)-3-amino-3-methylcyclobutyl)amino-1-((1-methylcyclopropyl)amino)-2,6-naphthyridine-3-methanol NC1(CC(C1)NC1=NC=C2C=C(N=C(C2=C1)NC1(CC1)C)CO)C